FC1=C(C=CC(=N1)NCC=1C(=NC=C(C1)F)OC)CC1=CNC2=NC=C(C=C21)C 6-fluoro-N-((5-fluoro-2-methoxypyridin-3-yl)methyl)-5-((5-methyl-1H-pyrrolo[2,3-b]pyridin-3-yl)methyl)pyridin-2-amine